C(C)N1C(NC2=CC(=CC=C2C1=S)CN1CCC(=CC1)C=1C(=NC(=CC1)C(=O)NC)F)=O 1'-((3-ethyl-2-oxo-4-thioxo-1,2,3,4-tetrahydroquinazolin-7-yl)methyl)-2-fluoro-N-methyl-1',2',3',6'-tetrahydro-[3,4'-bipyridine]-6-carboxamide